C1(CC1)C1=C(C=C(C(=C1)I)C)N(C(C#CC)=O)C1=C(C=C2C(=N1)OCCO2)F N-(2-cyclopropyl-4-iodo-5-methylphenyl)-N-{7-fluoro-2H,3H-[1,4]dioxino[2,3-b]pyridin-6-yl}but-2-ynamide